C1(CCC1)C1=NC(=NC=C1)OCC1=C(N=NN1C)C1=CC=C(C(=N1)CC)N1CC(OCC1)CC(=O)O 2-(4-(6-(5-(((4-cyclobutylpyrimidin-2-yl)oxy)methyl)-1-methyl-1H-1,2,3-triazol-4-yl)-2-ethylpyridin-3-yl)morpholin-2-yl)acetic acid